[N+](=O)([O-])C1=C(C=CC=C1)C=NC=1SC(=NN1)C1=CC(=C(C=C1)Cl)[N+](=O)[O-] 2-(2-Nitrophenylmethyleneamino)-5-(3-nitro-4-chlorophenyl)-1,3,4-thiadiazole